C(CCC)(=O)OCCOCCOCCOC(CCC)=O triethylene glycol dibutyrate